6-[4-(4-aminopiperidin-1-yl)-7-chloro-3-(3-chloro-5-methylphenyl)cinnolin-6-yl]pyridine-2-carboxamide NC1CCN(CC1)C1=C(N=NC2=CC(=C(C=C12)C1=CC=CC(=N1)C(=O)N)Cl)C1=CC(=CC(=C1)C)Cl